N2,N2,N6,N6-tetrakis(4-(methylthio)phenyl)Spiro[cyclopenta[1,2-b:5,4-b']dithiophene-4,2'-[1,3]dioxolane]-2,6-diamine CSC1=CC=C(C=C1)N(C1=CC2=C(S1)C=1SC(=CC1C21OCCO1)N(C1=CC=C(C=C1)SC)C1=CC=C(C=C1)SC)C1=CC=C(C=C1)SC